FC(S(=O)(=O)OCC12CC(CC(C=C1)(O2)COS(=O)(=O)C(F)(F)F)C2=CC(=C(C=C2)NC(=O)OC(C)(C)C)C2=CCC(CC2)(C)C)(F)F [3-[4-(tert-butoxycarbonylamino)-3-(4,4-dimethylcyclohexen-1-yl)phenyl]-5-(trifluoromethylsulfonyloxymethyl)-8-oxabicyclo[3.2.1]oct-6-en-1-yl]methyl trifluoromethanesulfonate